(S)-N-(1-(5-(7-Fluoro-2-methylchinolin-6-yl)oxazol-2-yl)-7-oxononyl)-8-methyl-1-oxa-2,8-diazaspiro[4.5]dec-2-en-3-carboxamid FC1=C(C=C2C=CC(=NC2=C1)C)C1=CN=C(O1)[C@H](CCCCCC(CC)=O)NC(=O)C1=NOC2(C1)CCN(CC2)C